COC=1C=C(C=C(C1)C=1C=NN(C1)C)[C@@H](C)NC(C1=C(C=CC(=C1)N1CC(C1)N1CCOCC1)C)=O N-[(1R)-1-[3-Methoxy-5-(1-methylpyrazol-4-yl)phenyl]ethyl]-2-methyl-5-(3-morpholinoazetidin-1-yl)benzamide